[Si](C)(C)(C(C)(C)C)OCCCCCCN1C(=CC=2C1=NC=CC2)C=O 1-(6-((tert-butyldimethylsilyl)oxy)hexyl)-1H-pyrrolo[2,3-b]pyridine-2-carbaldehyde